14-[(4-{[4-carbamoyl-3-(4-ethanesulfonamidophenyl)-1H-pyrazol-5-yl]amino}pyridin-2-yl)oxy]-3,6,9,12-tetraoxatetradecanoic acid C(N)(=O)C=1C(=NNC1NC1=CC(=NC=C1)OCCOCCOCCOCCOCC(=O)O)C1=CC=C(C=C1)NS(=O)(=O)CC